4-[2-(Oxazol-2-ylamino)-4-pyridyl]-6-[3-(trifluoromethyl)morpholin-4-yl]-1H-pyridin-2-on O1C(=NC=C1)NC1=NC=CC(=C1)C1=CC(NC(=C1)N1C(COCC1)C(F)(F)F)=O